(2R,4R)-1-(3-chloro-2-fluorobenzyl)-4-((5-fluoro-4-(1-methyl-1H-imidazol-2-yl)-6-((5-methyl-1H-pyrazol-3-yl)amino)pyridin-2-yl)methyl)-2-methylpiperidine-4-carboxylic acid ClC=1C(=C(CN2[C@@H](C[C@@](CC2)(C(=O)O)CC2=NC(=C(C(=C2)C=2N(C=CN2)C)F)NC2=NNC(=C2)C)C)C=CC1)F